C(C)(C)(C)OC(=O)NC(C(=O)[O-])C(C)C 2-(tert-butoxycarbonylamino)-3-methyl-butanoate